N-[5-[2-cyano-5-[[(1S,5R)-8-methyl-8-azabicyclo[3.2.1]octan-3-yl]oxy]-4-pyridyl]pyrazolo[1,5-a]pyridin-2-yl]cyclopropanecarboxamide C(#N)C1=NC=C(C(=C1)C1=CC=2N(C=C1)N=C(C2)NC(=O)C2CC2)OC2C[C@@H]1CC[C@H](C2)N1C